CS(=O)(=O)CCN1C=NC2=C1C=C(C=C2)C(=O)O 3-(2-methanesulfonylethyl)benzimidazole-5-carboxylic acid